N[C@H](C(=O)N1[C@@H]([C@H]2[C@H]3[C@@H](C[C@@H]([C@H]2C1)C3)F)C(=O)O)C(C)(C)C (1S,2R,3S,6R,7S,9R)-4-[(2S)-2-amino-3,3-dimethylbutanoyl]-9-fluoro-4-azatricyclo[5.2.1.0^{2,6}]decane-3-carboxylic acid